2-(1,2,4-oxadiazol-3-yl)morpholine-4-carboxamide O1N=C(N=C1)C1CN(CCO1)C(=O)N